CC=1N=CSC1C1=C(C(C2=CC(=CC=C12)CCC1=CC=CC=C1)=O)C=1C=NC=CC1 (4-methylthiazol-5-yl)-6-phenethyl-2-(pyridin-3-yl)-1H-inden-1-one